C[C@@H]1COC=2[C@H]1CC[C@H](C2)C (3S,3AS,6R,7AR)-3,6-DIMETHYLHEXAHYDRO-1-BENZOFURAN